racemic-methyl 4-((1S*,2R*,5S*)-2-hydroxy-5-methoxycyclohexyl)benzoate O[C@H]1[C@@H](C[C@H](CC1)OC)C1=CC=C(C(=O)OC)C=C1 |r|